NC1=CC=C(C=O)C=C1 4-AMINOBENZALDEHYDE